5-amino-N-((3R,4R)-4-methoxytetrahydro-2H-pyran-3-yl)-N-((5-(trifluoromethyl)pyridin-2-yl)methyl)-6,8-dihydro-1H-furo[3,4-d]pyrrolo[3,2-b]pyridine-2-carboxamide NC1=C2C(=C3C(=N1)C=C(N3)C(=O)N(CC3=NC=C(C=C3)C(F)(F)F)[C@@H]3COCC[C@H]3OC)COC2